(5RS,6RS)-6-Methyl-2-(4-methylbenzyl)-5-(pyrrolidin-1-ylcarbonyl)-5,6,7,8-tetrahydro[1,2,4]triazolo[4,3-a]pyridin-3(2H)-one C[C@@H]1CCC=2N([C@H]1C(=O)N1CCCC1)C(N(N2)CC2=CC=C(C=C2)C)=O |r|